7-(1-(1H-1,2,4-triazole-1-carbonyl)azetidin-3-yl)-2-(4-phenoxyphenyl)-4,5,6,7-tetrahydropyrazolo[1,5-a]pyrimidine-3-carboxamide N1(N=CN=C1)C(=O)N1CC(C1)C1CCNC=2N1N=C(C2C(=O)N)C2=CC=C(C=C2)OC2=CC=CC=C2